C#CC#CCC[CH-]C 7-octadiyneid